(5-bromo-1-cyclopropyl-indol-2-yl)-dideutero-methanol BrC=1C=C2C=C(N(C2=CC1)C1CC1)C(O)([2H])[2H]